C(C)C1=CC=C(C=C1)NC(CSC1=NN=C(N1CC)C=1C=NC=CC1)=O N-(4-ethylphenyl)-2-{[4-ethyl-5-(pyridin-3-yl)-4H-1,2,4-triazol-3-yl]sulfanyl}acetamide